1-Lauroyl-2-hydroxy-sn-glycero-3-phosphorylcholine C(CCCCCCCCCCC)(=O)OC[C@@H](OO)COP(=O)(O)OCC[N+](C)(C)C